methyl 2-((2-(4-fluorophenyl)ethyl)sulfonamido)-5-((1-(4-((2-(4-fluorophenyl)-ethyl)sulfonamido)-3-(methoxycarbonyl)benzyl)azetidin-3-yl)oxy)benzoate FC1=CC=C(C=C1)CCS(=O)(=O)NC1=C(C(=O)OC)C=C(C=C1)OC1CN(C1)CC1=CC(=C(C=C1)NS(=O)(=O)CCC1=CC=C(C=C1)F)C(=O)OC